N-[(2S)-1-[(2S,4R)-2-[1-[2-(4-chlorophenyl)ethyl]imidazol-2-yl]-4-hydroxypyrrolidin-1-yl]-3,3-dimethyl-1-oxobutan-2-yl]acetamide ClC1=CC=C(C=C1)CCN1C(=NC=C1)[C@H]1N(C[C@@H](C1)O)C([C@H](C(C)(C)C)NC(C)=O)=O